2-(6-(((1R,3S,5S)-8-azabicyclo[3.2.1]oct-3-yl)oxy)pyridazin-3-yl)-5-(4-methyl-1H-imidazol-1-yl)phenol [C@H]12CC(C[C@H](CC1)N2)OC2=CC=C(N=N2)C2=C(C=C(C=C2)N2C=NC(=C2)C)O